5-(N-methylsulfamoyl)pyrazine CNS(=O)(=O)C=1N=CC=NC1